C(C)(C)(C)C1=CC=C(C=C1)CS(=S(O)(=O)C(F)(F)F)C.ClC1=C(C(=C(C=C1OC)OC)Cl)C1=CC2=C(N=C(N=C2)C2=C(C=NN2CCOC)NC(C=C)=O)C(=N1)OC N-(5-(6-(2,6-dichloro-3,5-dimethoxyphenyl)-8-methoxypyrido[3,4-d]pyrimidin-2-yl)-1-(2-methoxyethyl)-1H-pyrazol-4-yl)acrylamide (4-(tert-butyl)phenyl)dimethylthiotriflate